2-(3-carbamoyl-5-(4-morpholinylphenyl)-1H-indazol-1-yl)acetic acid tert-butyl ester C(C)(C)(C)OC(CN1N=C(C2=CC(=CC=C12)C1=CC=C(C=C1)N1CCOCC1)C(N)=O)=O